N1=C(N=CC2=C1CNC2)N2C[C@H]1N(C=3C(=NN=C(C3)C3=C(C=CC=C3)O)NC1)CC2 (S)-2-(8-(6,7-dihydro-5H-pyrrolo[3,4-d]pyrimidin-2-yl)-6,6a,7,8,9,10-hexahydro-5H-pyrazino[1',2':4,5]pyrazino[2,3-c]pyridazin-2-yl)phenol